benzyl (1'-(4-amino-2-fluorophenyl)-[1,4'-bipiperidin]-4-yl)carbamate NC1=CC(=C(C=C1)N1CCC(CC1)N1CCC(CC1)NC(OCC1=CC=CC=C1)=O)F